(4-(3-cyanophenyl)pyridin-2-yl)piperidine-4-carboxamide C(#N)C=1C=C(C=CC1)C1=CC(=NC=C1)N1CCC(CC1)C(=O)N